5-(benzyloxy)-6-methoxypyrazine-2-carboxylic acid C(C1=CC=CC=C1)OC=1N=CC(=NC1OC)C(=O)O